S(C(=S)[S-])CCCC.S(C(=S)[S-])CCCC Di-n-butyl dithioxanthate